4-[4-(cyclopropylamino)-4-methylpiperidin-1-yl]-2-ethyl-N-{8-fluoro-2-methylimidazo[1,2-a]pyridin-6-yl}indazole-7-carboxamide C1(CC1)NC1(CCN(CC1)C=1C2=CN(N=C2C(=CC1)C(=O)NC=1C=C(C=2N(C1)C=C(N2)C)F)CC)C